C(#N)C1=CC(=C(COC2=CC=CC(=N2)C2=CC(N(C=C2F)CC2=NC3=C(N2C[C@H]2OCC2)C=C(C=C3)C(=O)OC)=O)C=C1)F methyl (S)-2-((6-((4-cyano-2-fluorobenzyl)oxy)-5'-fluoro-2'-oxo-[2,4'-bipyridin]-1'(2'H)-yl)methyl)-1-(oxetan-2-ylmethyl)-1H-benzo[d]imidazole-6-carboxylate